(2-oxo-3,4-dihydro-1H-quinolin-6-yl) acetate C(C)(=O)OC=1C=C2CCC(NC2=CC1)=O